O=[SiH2] oxosilane